rac-cis-6-(4-(5-Chloro-1-methyl-1H-indol-3-yl)piperidin-1-carbonyl)hexahydro-2H-pyrido[4,3-b][1,4]oxazin-3(4H)-on ClC=1C=C2C(=CN(C2=CC1)C)C1CCN(CC1)C(=O)N1C[C@@H]2[C@@H](OCC(N2)=O)CC1 |r|